C(C)(C)(C)OC(=O)N1CC(CC1)COC1=C(C=CC=C1)C 3-((o-tolyloxy)methyl)pyrrolidine-1-carboxylic acid tert-butyl ester